FC(C=CC(=O)O)(F)F β-trifluoromethylacrylic acid